OC=1C=C(C=C(C1)C(F)(F)F)C1=CC2=C(NC(C3N(C2=O)CCNC3)=O)C=C1 8-(3-hydroxy-5-(trifluoromethyl)phenyl)-1,3,4,12a-tetrahydrobenzo[e]pyrazino[1,2-a][1,4]diazepine-6,12(2H,11H)-dione